ClC=1C=C(C=CC1F)[C@@H](NC(=O)N1[C@@H](C(NCC1)=O)C)[C@@H]1C[C@@H](C1)C(F)(F)F |o1:8| (2R)-N-((S or R)-(3-chloro-4-fluorophenyl)-(cis-3-(trifluoromethyl)-cyclobutyl)methyl)-2-methyl-3-oxopiperazine-1-carboxamide